tetra-zinc ammonium chloride [Cl-].[NH4+].[Zn].[Zn].[Zn].[Zn]